[NH+]=1NN=NC1C(=O)NC1=CC=CC=C1 2H-tetrazolium-5-carboxanilide